BrC1=CC=C2C=3CC4=C(C(C3NC2=C1)(C)C)C=C(C(=C4)Cl)N4CCN(CC4)C4CC4 3-Bromo-9-chloro-8-(4-cyclopropylpiperazin-1-yl)-6,6-dimethyl-5,6-dihydro-11H-benzo[b]carbazole